2-[(6-chloro-3-tetrahydrothiopyran-4-yl-4-quinolinyl)amino]benzoic acid ClC=1C=C2C(=C(C=NC2=CC1)C1CCSCC1)NC1=C(C(=O)O)C=CC=C1